C1(CC1)C=1N=NN(C1)[C@H](C(=O)N1[C@@H](C[C@H](C1)O)C(=O)NCC(=O)NCC1=CC=C(C=C1)OC)C(C)(C)C (2S,4r)-1-[(2S)-2-(4-cyclopropyl-triazol-1-yl)-3,3-dimethyl-butyryl]-4-hydroxy-N-[2-[(4-methoxyphenyl)methylamino]-2-oxo-ethyl]pyrrolidine-2-carboxamide